1,4-diazabicyclo[2.2.2]octane bistriflate OS(=O)(=O)C(F)(F)F.OS(=O)(=O)C(F)(F)F.N12CCN(CC1)CC2